CN(CC1=CC(=CC(=C1)OC)OC)C2=CC3=C(N=C(N=C3N=C2)N)N 2,4-diamino-6-[n-(3',5'-dimethoxybenzyl)-n-methylamino]pyrido[2,3-d]pyrimidine